CC1CC2C(CC1COC(=O)C1CC3(C(CC1)O3)C)O2.C(CCCC)OC2=CC=C(C=CC=3SC1=C(N3)C=CC=C1)C=C2 2-(4'-pentyloxystyryl)benzothiazole 6-methyl-3,4-epoxycyclohexylmethyl-3,4-epoxy-3-methylcyclohexanecarboxylate